1-methyl-3-(4-methylpentyl)-3-cyclohexene CC1CC(=CCC1)CCCC(C)C